(4-((2-iodoethoxy)methyl)-2-nitrophenyl)methanol ICCOCC1=CC(=C(C=C1)CO)[N+](=O)[O-]